FC1([C@@H](O[C@@H]([C@H]1O)CO)N1C(N=C(C=C1)NC(C1=NC=C(C=C1)F)=O)=O)F N-(1-((2R,4R,5R)-3,3-difluoro-4-hydroxy-5-(hydroxymethyl)tetrahydrofuran-2-yl)-2-oxo-1,2-dihydropyrimidin-4-yl)-5-fluoropicolinamide